FC1=CC=C(C=C1)CC(=O)NC1=NC=CC(=C1)C1=C(C=2C(NC(CC2N1)(C)C)=O)C1=CC(=CC=C1)F 2-(4-fluorophenyl)-N-{4-[3-(3-fluorophenyl)-6,6-dimethyl-4-oxo-4,5,6,7-tetrahydro-1H-pyrrolo[3,2-c]pyridin-2-yl]pyridin-2-yl}acetamide